BrC=1C=C(C=CC1)C=1C=NC2=CC=CC=C2C1 3-(3-Bromophenyl)quinoline